4-amino-5-methylthiophene NC=1C=CSC1C